BrC1=C(C=C(C=C1)OC)OCC(=C)C 1-bromo-4-methoxy-2-((2-methylallyl)oxy)benzene